4-ethoxy-N,N-diethylbutanamide C(C)OCCCC(=O)N(CC)CC